OC[C@H](C)NC(=O)C1=C(OC2=C1C=C(C=C2)OCC=2C(=NC=CC2)O)C (S)-N-(1-hydroxypropan-2-yl)-5-((2-hydroxypyridin-3-yl)methoxy)-2-methylbenzofuran-3-carboxamide